COC(=O)C=1C=C(C2=C(NC(=N2)CCl)C1)Br 4-bromo-2-(chloromethyl)-1H-benzo[d]imidazole-6-carboxylic acid methyl ester